Lithium-Aluminium-Nickel oxid [Ni]=O.[Al].[Li]